CC1=NNC(=C1CCC=1C=C(N2C(N1)=C(C(=N2)C2=CC(=CC=C2)OC)C)O)C 5-[2-(3,5-dimethyl-1H-pyrazol-4-yl)ethyl]-2-(3-methoxyphenyl)-3-methyl-pyrazolo[5,1-b]pyrimidin-7-ol